N-[3-chloro-4-(piperazine-1-carbonyl)phenyl]-1-methyl-5-(2,3,4-trifluorophenyl)imidazole-2-carboxamide ClC=1C=C(C=CC1C(=O)N1CCNCC1)NC(=O)C=1N(C(=CN1)C1=C(C(=C(C=C1)F)F)F)C